Erucyl Arachidate C(CCCCCCCCCCCCCCCCCCC)(=O)OCCCCCCCCCCCC\C=C/CCCCCCCC